4-((4-((3-Benzyl-9-methyl-4H,6H-thieno[2,3-e][1,2,4]triazolo[3,4-c][1,4]oxazepin-2-yl)ethynyl)-1H-pyrazol-1-yl)methoxy)-2-(2,6-dioxopiperidin-3-yl)isoindolin-1,3-dion C(C1=CC=CC=C1)C1=C(SC=2N3C(COCC21)=NN=C3C)C#CC=3C=NN(C3)COC3=C2C(N(C(C2=CC=C3)=O)C3C(NC(CC3)=O)=O)=O